ruthenium bipyridyl salt N1=C(C=CC=C1)C1=NC=CC=C1.[Ru]